2-((4-(3-((4-cyano-2-fluorobenzyl)oxy)-1H-pyrazol-1-yl)piperidin-1-yl)methyl)-1-((1-(fluoromethyl)cyclopropyl)methyl)-1H-benzo[d]imidazole-6-carboxylic acid, ammonium salt [NH4+].C(#N)C1=CC(=C(COC2=NN(C=C2)C2CCN(CC2)CC2=NC3=C(N2CC2(CC2)CF)C=C(C=C3)C(=O)[O-])C=C1)F